C(C)OC(CC(=O)C1(CC1)F)=O 3-(1-fluorocyclopropyl)-3-oxopropionic acid ethyl ester